hydroxy-pregna-1,4-diene-3,20-dione OCC([C@H]1CC[C@H]2[C@@H]3CCC4=CC(C=C[C@]4(C)[C@H]3CC[C@]12C)=O)=O